(R)-2-(1-(5-(3-methyl-2-oxo-1-(tetrahydro-2H-pyran-4-yl)-2,3-dihydro-1H-imidazo[4,5-c]cinnolin-8-yl)pyridin-2-yl)ethoxy)acetaldehyde CN1C(N(C2=C1N=NC=1C=CC(=CC21)C=2C=CC(=NC2)[C@@H](C)OCC=O)C2CCOCC2)=O